FC(C1(CC(C1)(F)F)C(=O)N1C[C@H](N(CC1)C=1C=CC(=NC1C(=O)N[C@H]1CNCC1)C=1C(=NC=CC1)OCC)CC)F 5-[(2R)-4-[1-(difluoromethyl)-3,3-difluorocyclobutanecarbonyl]-2-ethylpiperazin-1-yl]-2'-ethoxy-N-[(3R)-pyrrolidin-3-yl]-[2,3'-bipyridine]-6-carboxamide